m-{4-[({[(3S)-5-oxo-3-pyrrolidinyl]methyl}amino)carbonyl]-7-(2,6-dimethyl-4-pyridinyl)-1,5,9-triazabicyclo[4.3.0]non-2,4,6,8-tetraen-8-yl}benzonitrile O=C1C[C@@H](CN1)CNC(=O)C=1C=CN2N=C(C(=C2N1)C1=CC(=NC(=C1)C)C)C=1C=C(C#N)C=CC1